ClC1=CC(=CN=N1)C=1C(=NC=C(N1)C1=CC(=CC=C1)O)N\C(\C(=O)OC(C)(C)C)=C/C=1OC=CC1 Tert-butyl (Z)-2-((3-(6-chloropyridazin-4-yl)-5-(3-hydroxyphenyl)pyrazin-2-yl)amino)-3-(furan-2-yl)acrylate